OC(CC(=O)OC)C(C)C methyl 3-hydroxy-4-methylpentanoate